CC1(OC[C@H](N1C(=O)OC(C)(C)C)[C@H](CCC(F)(F)F)CCO)C tert-Butyl (4R)-2,2-dimethyl-4-[(1R)-4,4,4-trifluoro-1-(2-hydroxyethyl)butyl]oxazolidine-3-carboxylate